[Cl-].C(CCCCCCCCCCCCCCCCC)[N+](CCC[Si](OCC)(OCC)OCC)(C)C Octadecyldimethyl-(3-Triethoxysilylpropyl)ammonium chloride